C(C)OC(C1=C(N=CC=C1)NC)=O 2-(methylamino)nicotinic acid ethyl ester